2-(1-undecanoxy-2,2,6,6-tetramethylpiperidine-4-yl)-butylamino-4,6-bis(dibutylamino)-1,3,5-triazine C(CCCCCCCCCC)ON1C(CC(CC1(C)C)C(CNC1=NC(=NC(=N1)N(CCCC)CCCC)N(CCCC)CCCC)CC)(C)C